N1=C(C=CC=C1)NC1=NNC(=N1)N N3-(pyridin-2-yl)-1H-1,2,4-triazole-3,5-diamine